C1=CC=CC=2C3=CC=CC=C3N(C12)C=1C=C(C=CC1)C=1C=C2C=3C=C(C=CC3N(C2=CC1)CCC)C1=C(C#N)C=CC=C1 (6-(3-(9H-carbazole-9-yl)phenyl)-9-propyl-9H-carbazole-3-yl)benzonitrile